C1(CC1)CN1CCC(CC1)C1=C(N=C(S1)C1=NNC(=C1C(C)C)C=1C=C(C=2N(C1)N=CN2)OC)C 5-(1-(cyclopropylmethyl)piperidin-4-yl)-2-(4-isopropyl-5-(8-methoxy-[1,2,4]triazolo[1,5-a]pyridin-6-yl)-1H-pyrazol-3-yl)-4-methylthiazole